N-(beta-aminoethyl)-gamma-aminopropyl-trimethyl-(ethoxy)silane NCCNCCCC[Si](OCC)(C)C